CS(=O)(=O)C1=CC=C(C=C1)C1=NN2C(=NC=3C=CC=CC3C2=N1)N[C@@H]1C(NCCCC1)=O (3S)-3-({2-[4-(methanesulfonyl)phenyl][1,2,4]triazolo[1,5-c]quinazolin-5-yl}amino)azepan-2-one